COC=1C(=C(C(=CC1)C)C1=NC(=CC2=C1N=CNC2=O)C=C)C 8-(3-methoxy-2,6-dimethylphenyl)-6-vinylpyrido[3,4-d]pyrimidin-4(3H)-one